(1r,2s)-N-(4-(2,6-dimethoxyphenyl)-5-(5-methyl-3-pyridinyl)-4H-1,2,4-triazol-3-yl)-1-ethoxy-1-(5-fluoro-2-pyrimidinyl)-2-propane-sulfonamide COC1=C(C(=CC=C1)OC)N1C(=NN=C1C=1C=NC=C(C1)C)NS(=O)(=O)[C@H]([C@@H](C1=NC=C(C=N1)F)OCC)C